N1C=CC=2C1=NC=CC2[C@@H](C)OC=2C=C1C(=NNC1=CC2)C=2C=CC(=NC2)N2CCN(C1(CC1)C2)C(C)=O (R)-1-(7-(5-(5-(1-(1H-pyrrolo[2,3-b]pyridin-4-yl)ethoxy)-1H-indazol-3-yl)pyridin-2-yl)-4,7-diazaspiro[2.5]octan-4-yl)ethan-1-one